C1(CC1)C=1N=NN(C1)[C@H](C(=O)N1[C@@H](C[C@H](C1)O)C(=O)NCC1NC(CC1(C)C)=O)C(C)(C)C (2S,4R)-1-[(2S)-2-(4-cyclopropyltriazol-1-yl)-3,3-dimethyl-butanoyl]-N-[(3,3-dimethyl-5-oxo-pyrrolidin-2-yl)methyl]-4-hydroxy-pyrrolidine-2-carboxamide